FC=1C(=CC=2C3=C(N(C(C2C1)=O)C)COC[C@H]3N(C)[C@H](C)C3=CC=C(C=C3)OC)F (S)-8,9-difluoro-1-(((R)-1-(4-methoxyphenyl)ethyl)(methyl)amino)-5-methyl-1,5-dihydro-2H-pyrano[3,4-c]isoquinolin-6(4H)-one